C(#N)CC1=C(C(=O)O)C=CC(=C1)C=O.C(#N)CC=1C(=C(C(=O)O)C=CC1)C=O cyanomethyl-formylbenzoate (cyanomethyl 4-formylbenzoate)